2-(2-(cyclopropanesulfonamido)pyrimidin-4-yl)-N-(4-(5-(2,2,2-trifluoroethoxy)pyridin-3-yl)phenyl)butanamide C1(CC1)S(=O)(=O)NC1=NC=CC(=N1)C(C(=O)NC1=CC=C(C=C1)C=1C=NC=C(C1)OCC(F)(F)F)CC